C1(=CC=CC=C1)C1=C(C(=C(C(=C1[2H])[2H])[2H])[2H])[2H] Biphenyl-2',3',4',5',6'-d5